(S)-N-((4-carbamimidoylthiophen-2-yl)methyl)-7-((6-phenylpicolinoyl)glycyl)-1,4-dioxa-7-azaspiro[4.4]nonane-8-carboxamide C(N)(=N)C=1C=C(SC1)CNC(=O)[C@H]1N(CC2(OCCO2)C1)C(CNC(C1=NC(=CC=C1)C1=CC=CC=C1)=O)=O